FC1(C(N=C(C2=CC=CC=C12)N1C=NC2=C1C=CC1=C2CCC1)(C)C)F 3-(4,4-difluoro-3,3-dimethyl-isoquinolyl)-7,8-dihydro-6H-cyclopenta[e]benzimidazole